4-fluoro-N-(6-(1-methyl-1H-1,2,3-triazol-5-yl)isoquinolin-3-yl)-1-(3,3,3-trifluoropropyl)piperidine-4-carboxamide FC1(CCN(CC1)CCC(F)(F)F)C(=O)NC=1N=CC2=CC=C(C=C2C1)C1=CN=NN1C